4-((S)-4-acryloyl-2-methylpiperazin-1-yl)-1-(2,6-dimethylphenyl)-6-fluoro-7-(3-Fluorophenoxy)pyrido[2,3-d]pyrimidin-2(1H)-one C(C=C)(=O)N1C[C@@H](N(CC1)C=1C2=C(N(C(N1)=O)C1=C(C=CC=C1C)C)N=C(C(=C2)F)OC2=CC(=CC=C2)F)C